furostanone CC(C)C(CC1O[C@H]2C[C@H]3[C@@H]4CCC5CCCC[C@]5(C)[C@H]4CC[C@]3(C)[C@H]2[C@@H]1C)=O